N-(3-((6-(3-methyl-1H-pyrazol-4-yl)-1-oxoisoquinolin-2(1H)-yl)methyl)phenyl)acetamide CC1=NNC=C1C=1C=C2C=CN(C(C2=CC1)=O)CC=1C=C(C=CC1)NC(C)=O